C(C)(=O)C=1C=C(C=NC1)C1=CC=C(C(=O)NC(C)(C)C=2N=C(SC2)NS(=O)(=O)C2CC2)C=C1 4-(5-acetylpyridin-3-yl)-N-(2-(2-(cyclopropanesulfonamido)thiazol-4-yl)propan-2-yl)benzamide